(1-(3,6-dichloropyridine-2-carbonyl)-5,5-difluoropiperidin-2-yl)methan ClC=1C(=NC(=CC1)Cl)C(=O)N1C(CCC(C1)(F)F)C